C(C)(C)N1CCN(C(CC1)=O)C1=CC(=CC=C1)O[C@@H](CCNC)C=1SC=CC1 (S)-1-isopropyl-4-(3-(3-(methylamino)-1-(thiophen-2-yl)propoxy)phenyl)-1,4-diazepan-5-one